C(\C=C/C\C=C/C\C=C/CCCCCCCC)O (2Z,5Z,8Z)-heptadeca-2,5,8-trien-1-ol